4-bromo-benzimidazole BrC1=CC=CC=2N=CNC21